CSC1=C(C=C(C=C1)[N+](=O)[O-])C methyl-(2-methyl-4-nitrophenyl)sulfane